3-acetyl-1-(2-((2-((3-chloro-2-fluorobenzyl)amino)-2-oxoethyl)(isopropyl)amino)-2-oxoethyl)-N-(pyridin-3-ylmethyl)-1H-indole-5-carboxamide C(C)(=O)C1=CN(C2=CC=C(C=C12)C(=O)NCC=1C=NC=CC1)CC(=O)N(C(C)C)CC(=O)NCC1=C(C(=CC=C1)Cl)F